5-[(4-Fluorophenoxymethylthio)methyl]oxazol-2(3H)-one FC1=CC=C(OCSCC2=CNC(O2)=O)C=C1